[Fe].[Co] cobalt iron salt